CC1N(C1)CCC(=O)O.CC1N(C1)CCC(=O)O.CC1N(C1)CCC(=O)O.C(O)C(CC)(CO)CO trimethylolpropane tris-(2-methyl-1-aziridinepropionate)